butyl-octadecyl-ammonium C(CCC)[NH2+]CCCCCCCCCCCCCCCCCC